C(C)(C)(C)OC(=O)N1CC(C1)(C(=O)O)C1=CC=CC=C1 1-(tert-butoxycarbonyl)-3-phenylazetidine-3-carboxylic acid